1-(Benzyloxy)-2-cyclopropyl-4-nitrobenzene C(C1=CC=CC=C1)OC1=C(C=C(C=C1)[N+](=O)[O-])C1CC1